C(C1=CC=CC=C1)OC(=O)N\C(\C(=O)OC)=C/C=1C=CC2=C(CCCO2)C1 methyl (2Z)-2-{[(benzyloxy)carbonyl]amino}-3-(3,4-dihydro-2H-1-benzopyran-6-yl)prop-2-enoate